7-[(R)-2-amino-3-butynyl]-8-methyl-4-thenylamino-3,6-dithia-2-azabicyclo[3.3.0]octa-1,4,7-triene N[C@H](CC=1SC2=C(SN=C2C1C)NCC1=CC=CS1)C#C